3-(1H-benzo[d]imidazol-2-yl)cyclohexane-1-carboxylic acid N1C(=NC2=C1C=CC=C2)C2CC(CCC2)C(=O)O